ethyl 2-methyl-1-oxooctahydropyrrolo[1,2-a]pyrazine-6-carboxylate CN1C(C2N(CC1)C(CC2)C(=O)OCC)=O